{[(4-fluorophenyl)methyl]amino}-N-[4-({[3-(methylethyl)cyclobutyl]carbonylamino}methyl)phenyl]carboxamide FC1=CC=C(C=C1)CNC(=O)NC1=CC=C(C=C1)CNC(=O)C1CC(C1)C(C)C